C(C1=CC=CC=C1)OC=1C(=C(NC2=CC(=C(C=C2)F)F)C=C(C1)F)C#CC1CCOCC1 3-benzyloxy-N-(3,4-difluorophenyl)-5-fluoro-2-(2-tetrahydropyran-4-ylethynyl)aniline